ClC=1C(=C(C=CC1F)C(N[S@](=O)C(C)(C)C)[C@@H]1C[C@H](C1)C(F)F)F (R)-N-((3-chloro-2,4-difluorophenyl)(trans-3-(difluoromethyl)cyclobutyl)methyl)-2-methylpropane-2-sulfinamide